C1(=CC=CC=C1)C1(N([C@H]2[C@H](O)[C@H](O)[C@@H](CO)O2)C=2N=C3N(C(C2N1)=O)C=CN3)SC=3SC=CC3 8-Phenyl-1,N2-etheno-8-(2-thiophenyl)thioguanosine